2,6-bis(2-hydroxy-5-methyl-benzyl)-4-methyl-benzyl-phenol OC1=C(CC2=C(CC3=C(C=CC=C3)O)C(=CC(=C2)C)CC2=C(C=CC(=C2)C)O)C=C(C=C1)C